FC=1C=C(COC2=CC=C(C=C2)C=2NC=NN2)C=CC1 5-(4-((3-fluorobenzyl)oxy)phenyl)-4H-1,2,4-triazole